cyclohexyl α-cyanoacrylate C(#N)C(C(=O)OC1CCCCC1)=C